C(C)OC(=O)N(C(C(=O)OCC)CC1=CC=C(C=C1)F)CCCCCC ethyl 2-((ethoxycarbonyl)(hexyl)amino)-3-(4-fluorophenyl)propanoate